N-(4-((5-bromo-2-methoxyphenyl)amino)-7-methoxyquinazolin-6-yl)-2-fluoro-3-(1-methylpyrrolidin-2-yl)acrylamide BrC=1C=CC(=C(C1)NC1=NC=NC2=CC(=C(C=C12)NC(C(=CC1N(CCC1)C)F)=O)OC)OC